di-tert.-butyl-dicarbonate C(C)(C)(C)OC(=O)OC(=O)OC(C)(C)C